N-[(6-Amino-2-pyridyl)sulfonyl]-5-chloro-2-[(4S)-2,2,4-trimethylpyrrolidin-1-yl]pyridin-3-carboxamid NC1=CC=CC(=N1)S(=O)(=O)NC(=O)C=1C(=NC=C(C1)Cl)N1C(C[C@@H](C1)C)(C)C